4-(4,4-difluoropiperidin-1-yl)-2,3-dihydrofuro[3,2-c]pyridine-6-carboxylic acid methyl ester COC(=O)C1=CC2=C(C(=N1)N1CCC(CC1)(F)F)CCO2